4-(neopentylamino)-8-(pyrimidin-5-yl)quinoline-3-carbonitrile C(C(C)(C)C)NC1=C(C=NC2=C(C=CC=C12)C=1C=NC=NC1)C#N